N'-(2,5-dimethyl-4-([3-(2,2,3,3-tetrafluoropropoxy)phenyl]sulfanyl)phenyl)-N-ethyl-N-methylimidoformamide CC1=C(C=C(C(=C1)SC1=CC(=CC=C1)OCC(C(F)F)(F)F)C)N=CN(C)CC